FC1=C(C=C(C=C1)OC)O 2-fluoro-5-methoxyphenol